ClC=1C(=C(C(=CC1)F)C#CC1=NNC2=C1C=1N(C(=N2)N2CCC3([C@@H]([C@@H](OC3)C)N)CC2)C=CN1)F (3S,4S)-8-(9-((3-chloro-2,6-difluorophenyl)ethynyl)-7H-imidazo[1,2-c]pyrazolo[4,3-e]pyrimidin-5-yl)-3-methyl-2-oxa-8-azaspiro[4.5]decan-4-amine